C12C(C3CC(CC(C1)C3)C2)NCCNC(=O)C2=NN(C(=C2C)C2=CC=C(C=C2)Cl)C2=NC=CC=C2 N-(2-((1r,3r,5r,7r)-adamantan-2-ylamino)ethyl)-5-(4-chlorophenyl)-4-methyl-1-(pyridin-2-yl)-1H-pyrazole-3-carboxamide